Cyclopropylmethyl ((((2R,3S,4R,5S)-5-(4-aminopyrrolo[2,1-f][1,2,4]triazin-7-yl)-2-(fluoromethyl)-3,4-dihydroxytetrahydrofuran-2-yl)methoxy)(phenoxy)phosphoryl)-L-alaninate NC1=NC=NN2C1=CC=C2[C@H]2[C@@H]([C@@H]([C@@](O2)(CF)COP(=O)(OC2=CC=CC=C2)N[C@@H](C)C(=O)OCC2CC2)O)O